OC(CC(=O)O)(CC(=O)O)C(=O)O.C(C1=CC=CC=C1)C1=C(OCCN2CCN(CC2)C)C=CC(=C1)C 1-(2-(2-benzyl-4-methylphenoxy)ethyl)-4-methylpiperazine 2-hydroxypropane-1,2,3-tricarboxylic acid salt